dipyridinylphosphinic acid sodium salt [Na+].N1=C(C=CC=C1)P([O-])(=O)C1=NC=CC=C1